[K].FC(C=1C=C(C=CC1)CCC=O)(F)F 3-[3-(trifluoromethyl)phenyl]propanal potassium